1-(4-(2-(5-(7,8-dimethyl-[1,2,4]triazolo[1,5-a]pyridin-6-yl)-4-isopropyl-1H-pyrazol-3-yl)thiazol-5-yl)piperidin-1-yl)-2-(dimethylamino)ethan-1-one CC1=C(C=2N(C=C1C1=C(C(=NN1)C=1SC(=CN1)C1CCN(CC1)C(CN(C)C)=O)C(C)C)N=CN2)C